C(C)(=O)N1[C@H]([C@H](CCC1)NS(=O)(=O)C)CO[C@@H]1CC[C@@H](CC1)C1=C(C=CC=C1)OC N-((2R,3S)-1-acetyl-2-(((cis-4-(2-methoxyphenyl)cyclohexyl)oxy)-methyl)piperidin-3-yl)methanesulfonamide